3-chloro-N-(2,4-dichloro-6-(cyclopropylcarbamoyl)phenyl)-5-(trifluoromethyl)picolinamide ClC=1C(=NC=C(C1)C(F)(F)F)C(=O)NC1=C(C=C(C=C1C(NC1CC1)=O)Cl)Cl